ClC1=NC(=C2N=CN(C2=N1)[C@@H]1O[C@@H]([C@H]([C@H]1O)O)CO)N1CC2(CCCCC2)C2C=CC=CC12 (2R,3R,4S,5R)-2-(2-chloro-6-spiro[3a,7a-dihydro-2H-indole-3,1'-cyclohexane]-1-ylpurin-9-yl)-5-(hydroxymethyl)tetrahydrofuran-3,4-diol